OC(=O)C(F)(F)F.C(C)(C)NC(COC1=CC(=CC=C1)C1=NC=CC(=N1)NC=1C=C2C=NNC2=CC1C)=O N-isopropyl-2-(3-(4-((6-methyl-1H-indazol-5-yl)amino)pyrimidin-2-yl)phenoxy)acetamide TFA salt